FC(N1C2=C(C=3C=CC(=CC13)C=1C=C3COC4(CCN(CC4)CCCOC=4C=C5C(N(C(C5=CC4)=O)C4C(NC(CC4)=O)=O)=O)C3=CC1)C=NC=C2)F 5-(3-(5-(5-(difluoromethyl)-5H-pyrido[4,3-b]indol-7-yl)-3H-spiro[isobenzofuran-1,4'-piperidin]-1'-yl)propoxy)-2-(2,6-dioxopiperidin-3-yl)isoindoline-1,3-dione